C(C)[C@@H]1C(N(C(N1)=O)C=1C=NC(=NC1)OC1=CC(=C(C=C1)C)OCC)=O (5R)-5-ethyl-3-(2-{[3-(ethyloxy)-4-methylphenyl]oxy}-5-pyrimidinyl)-2,4-imidazolidinedione